7-((3R,5S)-1-acryloyl-5-methylpyrrolidin-3-yl)-4-amino-6-(3-methoxy-3-methylbut-1-yn-1-yl)-N-((R)-1-phenylethyl)-7H-pyrrolo[2,3-d]pyrimidine-5-carboxamide C(C=C)(=O)N1C[C@@H](C[C@@H]1C)N1C(=C(C2=C1N=CN=C2N)C(=O)N[C@H](C)C2=CC=CC=C2)C#CC(C)(C)OC